5-chloro-2-[4-({[(1R)-3,3-difluorocyclopentyl]methyl}amino)pyrido[3,4-d]pyridazin-1-yl]phenol ClC=1C=CC(=C(C1)O)C1=C2C(=C(N=N1)NC[C@H]1CC(CC1)(F)F)C=NC=C2